C1(=CC=CC=C1)C1=NC(=NC(=C1)C1=CC=CC=C1)C=1C=C(C=C(C1)N1C2=CC=C(C=C2C=2C=C(C=CC12)C1=CC=C(C=C1)C1=CC=CC=C1)C1=CC=C(C=C1)C1=CC=CC=C1)N1C2=CC=C(C=C2C=2C=C(C=CC12)C1=CC=C(C=C1)C1=CC=CC=C1)C1=CC=C(C=C1)C1=CC=CC=C1 9,9'-(5-(4,6-diphenylpyrimidin-2-yl)-1,3-phenylene)bis(3,6-di([1,1'-biphenyl]-4-yl)-9H-carbazole)